COC(=O)N1CC2=CC(=CC=C2CC1)[C@@H](C)NC(C=CC1=CC=C(C=C1)F)=O |r| (±)-7-{1-[3-(4-Fluorophenyl)acryloylamino]ethyl}-3,4-dihydro-1H-isoquinoline-2-carboxylic acid methyl ester